C(C1=CC=CC=C1)OC1=C(C=C2C3=C(C=C(C(=C3)C)OCC3=CC=CC=C3)C3(CCC3)OC2=C1)CC 3,8-bis(benzyloxy)-2-ethyl-9-methylspiro[benzo[c]chromene-6,1'-cyclobutane]